C(C)OC(CC1=CC(=C(C=C1)N)N)=O 3,4-diaminophenylacetic acid ethyl ester